zinc N,N-dimethylglycine CN(CC(=O)O)C.[Zn]